C(C)(C)(C)OC(=O)N1CCC(CC1)CNC1CC(C1)OC1=CC=C(C=C1)C(=O)OC 4-[[[3-(4-methoxycarbonylphenoxy)cyclobutyl]amino]methyl]piperidine-1-carboxylic acid tert-butyl ester